3-ethyl-8-(1-((2-(methylsulfonyl)phenyl)amino)ethyl)-2-morpholinoquinazolin-4(3H)-one C(C)N1C(=NC2=C(C=CC=C2C1=O)C(C)NC1=C(C=CC=C1)S(=O)(=O)C)N1CCOCC1